(±)-N-[3-(4-bromo-2-fluoro-phenyl)oxetan-3-yl]-2-methyl-N-(2-trimethylsilylethoxymethyl)propane-2-sulfinamide BrC1=CC(=C(C=C1)C1(COC1)N([S@](=O)C(C)(C)C)COCC[Si](C)(C)C)F |r|